CC1=CC=C(C=C1)S(=O)[O-].[Na+] Sodium p-toluenesulfinate